N,N-dimethyl-1H-imidazole-1-carboxamide CN(C(=O)N1C=NC=C1)C